C1=NC=C(C2=CC=CC=C12)N1C(N(C[C@@H]1C#N)C1CN(C1)S(=O)(=O)C)=O |r| Racemic-3-(isoquinolin-4-yl)-1-(1-(methylsulfonyl)azetidin-3-yl)-2-oxoimidazolidine-4-carbonitrile